C(#N)C=1C=NN2C1C(=CC(=C2)OCC)C=2C=CC(=NC2)N2CCC(CC2)(CN2CCOCC2)NC(C2=C(C=CC(=C2)F)C)=O N-(1-(5-(3-cyano-6-ethoxypyrazolo[1,5-a]pyridin-4-yl)pyridin-2-yl)-4-(morpholinomethyl)piperidin-4-yl)-5-fluoro-2-methylbenzamide